C(C)N(C1=CC(=C(C=C1)N)C)C(C)C N4-ethyl-N4-isopropyl-2-methyl-benzene-1,4-diamine